3-(3-azabicyclo[3.1.0]hexan-3-yl)-5-chloro-4-((N,N-dimethylsulfamoyl)carbamoyl)benzoic acid C12CN(CC2C1)C=1C=C(C(=O)O)C=C(C1C(NS(N(C)C)(=O)=O)=O)Cl